(3-((3-ethyl-5-methylisoxazol-4-yl)methoxy)benzoyl)quinoline-2-carbohydrazide C(C)C1=NOC(=C1COC=1C=C(C(=O)C=2C(=NC3=CC=CC=C3C2)C(=O)NN)C=CC1)C